N1CC(C1)CN1C(=NC2=C1C(=CC(=C2)C(=O)O)Cl)C2=CC=1C(=NC=CC1)N2CC2CC2 1-(azetidin-3-ylmethyl)-7-chloro-2-(1-(cyclopropylmethyl)-1H-pyrrolo[2,3-b]pyridin-2-yl)-1H-benzo[d]imidazole-5-carboxylic acid